1-(4-(2-(4-(dimethylamino)phenyl)-1-methyl-1H-benzo[d]imidazol-6-yl)benzyl)-N,N-dimethylpiperidin-4-amine CN(C1=CC=C(C=C1)C1=NC2=C(N1C)C=C(C=C2)C2=CC=C(CN1CCC(CC1)N(C)C)C=C2)C